CC1=NC=C(C(=C1)C1=CC=2N(C=C1)N=C(C2)NC2=NC=CN=C2)OC2C[C@@H]1COC[C@H](C2)N1 5-[2-methyl-5-[[(1S,5R,7s)-3-oxa-9-azabicyclo[3.3.1]nonan-7-yl]oxy]-4-pyridyl]-N-pyrazin-2-yl-pyrazolo[1,5-a]pyridin-2-amine